2-(2-methoxyphenyl)-3-methyl-1H-indole-5-carbonitrile COC1=C(C=CC=C1)C=1NC2=CC=C(C=C2C1C)C#N